FC(C=1C(=C(C=CC1)C(C)NC1=NN(C2=NC(=C(C=C21)C(=O)N(C)C)N2CCCC2)C)F)F 3-((1-(3-(difluoromethyl)-2-fluorophenyl)ethyl)amino)-N,N,1-trimethyl-6-(pyrrolidin-1-yl)-1H-pyrazolo[3,4-b]pyridine-5-carboxamide